CC(C#CCNC(=O)N1C=NC2=C1C=CC=C2N2C(C2)C(F)(F)F)C N-(4-Methylpent-2-yn-1-yl)-4-(2-(trifluoromethyl)-aziridin-1-yl)-1H-benzo[d]imidazole-1-carboxamide